FC1(C(CN(CC1)C1=NC2=CC=C(C(=C2C=C1C(=O)N)F)F)C)F 2-(4,4-difluoro-3-methylpiperidin-1-yl)-5,6-difluoroquinoline-3-carboxamide